OC(=CC(C)=O)C 4-hydroxypent-3-en-2-one